NC1=NC(=CC(=C1O)C)Cl 2-amino-6-chloro-4-methylpyridin-3-ol